NC=1C=2C(N=C3N(C2C=CC1)C1=C(N3C)C=C(C=C1)Br)=O 4-amino-9-bromo-7-methylbenzo[4,5]imidazo[1,2-a]quinazolin-5(7H)-one